C(CCCCCC\C=C/C\C=C/CCCCC)C(O[Si](OCCCCCCN(C(CO)CCCO)C)(C)C)OCCCCCCCC\C=C/C\C=C/CCCCC 2-(((20Z,23Z)-10-((8Z,11Z)-heptadeca-8,11-dien-1-yl)-8,8-dimethyl-7,9,11-trioxa-8-silanonacosa-20,23-dien-1-yl)(methyl)amino)pentane-1,5-diol